CC=1SC=2C(N1)=C(C=CC2)C=O 2-Methyl-1,3-benzothiazole-4-carboxaldehyde